N-cyclobutyl-5-(5-(3,5-dichloro-4-fluorophenyl)-5-(trifluoromethyl)-4,5-dihydroisoxazol-3-yl)-5,6-dihydro-4H-thieno[2,3-c]pyrrole-2-carboxamide C1(CCC1)NC(=O)C1=CC2=C(CN(C2)C2=NOC(C2)(C(F)(F)F)C2=CC(=C(C(=C2)Cl)F)Cl)S1